2-(1-methyl-1H-pyrazol-5-yl)-5-(4-methylpiperazin-1-yl)-4,5,6,7-tetrahydro-2H-indazole CN1N=CC=C1N1N=C2CCC(CC2=C1)N1CCN(CC1)C